8-chloro-1-methylquinoxalin ClC=1C=CC=C2N=CCN(C12)C